(4-ethoxy-2-fluorophenyl)acetamide C(C)OC1=CC(=C(C=C1)CC(=O)N)F